CC1(OC2=C(OC1)C=CC(=C2)C#N)C 3,3-dimethyl-2,3-dihydrobenzo[b][1,4]Dioxin-6-carbonitrile